bis(3,3,3-trifluoropropyl)succinamide FC(CCC(C(C(=O)N)CCC(F)(F)F)C(=O)N)(F)F